COC(CC)OCC\C=C/CC 1-(1-methoxy-propoxy)-(Z)-3-hexene